CC(C(C(=O)N)N(C(=O)[C@@H]1CN(CC1)C(C#CCN1CCOCC1)=O)C)C 3-methyl-2-{N-methyl-1-[(3S)-1-[4-(morpholin-4-yl)but-2-ynoyl]pyrrolidin-3-yl]formamido}butanamide